3-(1-(3,4-dichlorophenyl)-5-oxopyrrolidin-3-yl)-2-fluorobenzoic acid ClC=1C=C(C=CC1Cl)N1CC(CC1=O)C=1C(=C(C(=O)O)C=CC1)F